Cl.F[C@@H]1CNCC[C@@H]1OC (3R,4S)-3-fluoro-4-methoxypiperidine hydrochloride